C(#N)C1(C2C=CC(C1)C2)C(=O)OCC ethyl 5-cyanobicyclo[2.2.1]heptane-2-ene-5-carboxylate